C(CC(C)C)N1N=C2C(=NC=3C=CC=C(C3C2=C1)OCCC(C)C)N 2-Isopentyl-9-(isopentyloxy)-2H-pyrazolo[3,4-c]quinolin-4-amine